N-([1,1'-biphenyl]-3-yl)-9-phenyl-9H-carbazol-2-amine C1(=CC(=CC=C1)NC1=CC=2N(C3=CC=CC=C3C2C=C1)C1=CC=CC=C1)C1=CC=CC=C1